C(C)[C@@]1(COC2=C1C=C(C=C2C(=O)NC)C(=O)NCCC2CCNCC2)C2=CC=CC=C2 |r| (+/-)-3-ethyl-N7-methyl-3-phenyl-N5-(2-(piperidin-4-yl)ethyl)-2,3-dihydrobenzofuran-5,7-dicarboxamide